Sodium (2S,5R)-2-(imino (methoxy) methyl)-7-oxo-1,6-diazabicyclo[3.2.1]octan-6-yl sulfate S(=O)(=O)(ON1[C@@H]2CC[C@H](N(C1=O)C2)C(OC)=N)[O-].[Na+]